benzyl 4-[(tert-butoxycarbonylamino)methyl]-4-hydroxy-piperidine-1-carboxylate C(C)(C)(C)OC(=O)NCC1(CCN(CC1)C(=O)OCC1=CC=CC=C1)O